OC1=C(C(=CC=C1)C)CC1=C(C=CC=C1C)O bis(2-hydroxy-6-methylphenyl)methane